CC1=CC=C(C=C1)S(=O)(=O)O.C(=O)O.C[C@H]1C[C@H](NCC1)CC (2R,4R)-4-methyl-2-ethyl-piperidine formate p-toluenesulfonate